N=1C=CN2C1CNCC2 5,6,7,8-tetrahydro-imidazolo[1,2-A]pyrazine